(3s,4r)-4-({7-bromo-5-fluoropyrrolo[2,1-f][1,2,4]triazin-2-yl}amino)oxan-3-ol BrC1=CC(=C2C=NC(=NN21)N[C@H]2[C@@H](COCC2)O)F